(E)-4-(4-fluorophenyl)-2-m-methoxystyrylthiazole FC1=CC=C(C=C1)C=1N=C(SC1)\C=C\C1=CC(=CC=C1)OC